2-(4-aminophenyl)-5-aminobenzooxazole NC1=CC=C(C=C1)C=1OC2=C(N1)C=C(C=C2)N